S1C(=NC2=C1C=CC=C2)C=2C(=C(C#N)C(=C(C2N2C1=CC=C(C=C1C=1C=C(C=CC21)C2=CC=CC=C2)C2=CC=CC=C2)C=2C=CC1=C(OC3=C1C=CC=C3)C2)N2C3=CC=C(C=C3C=3C=C(C=CC23)C2=CC=CC=C2)C2=CC=CC=C2)N2C3=CC=C(C=C3C=3C=C(C=CC23)C2=CC=CC=C2)C2=CC=CC=C2 3-(benzo[d]thiazol-2-yl)-5-(dibenzo[b,d]furan-3-yl)-2,4,6-tris(3,6-diphenyl-9H-carbazol-9-yl)benzonitrile